O=C(OCC1=CC=CC=C1)NCCOCCOCCNC(CCC)=O 3,14-Dioxo-1-phenyl-2,7,10-trioxa-4,13-diazaheptadecane